ClC=1N=C2CCCNC2=CC1 6-Chloro-1,2,3,4-tetrahydro-1,5-naphthyridine